O=C1NC(CCC1N1C(N(C2=C1C=CC=C2C=2CCN(CC2)C(=O)OC(C)(C)C)C)=O)=O Tert-butyl 4-[1-(2,6-dioxo-3-piperidyl)-3-methyl-2-oxo-benzimidazol-4-yl]-3,6-dihydro-2H-pyridine-1-carboxylate